(RS)-alpha-methyl-histamine C[C@@H](N)CC1=CNC=N1 |r|